dibutyltin di-cinnamate C(C=CC1=CC=CC=C1)(=O)[O-].C(C=CC1=CC=CC=C1)(=O)[O-].C(CCC)[Sn+2]CCCC